OC(CN1C=C([C@H]2[C@H](O)[C@H](O)[C@@H](CO)O2)C(NC1=O)=O)C (+)-1-(2-Hydroxypropyl)pseudouridine